BrC1=NN2C(NC3=C(C2=O)OC(=N3)C(C)C)=C1 6-bromo-2-isopropyloxazolo[4,5-d]pyrazolo[1,5-a]pyrimidin-9(4H)-one